(2R,3R)-3-(3-Benzyloxyphenyl)-2-methyl-pentanal C(C1=CC=CC=C1)OC=1C=C(C=CC1)[C@@H]([C@H](C=O)C)CC